ClC=1C2=C(N=CN1)NC(C(=C2)N2CCN(CC2)C2COC2)=O 4-chloro-6-(4-(oxetan-3-yl)piperazin-1-yl)pyrido[2,3-d]pyrimidin-7(8H)-one